CNC(=O)C1=CC2=C(N(C(=N2)C2=CC=NC=C2)C2=CC3=C(NC(N3)=O)C=C2)C=C1 N-methyl-1-(2-oxo-1,3-dihydrobenzimidazol-5-yl)-2-(4-pyridinyl)benzimidazole-5-carboxamide